3-(5-(3-(piperidine-1-carbonyl)pyrazolo[1,5-a]pyridin-7-yl)pyridin-2-yl)-1,2,4-oxadiazol-5(4H)-one N1(CCCCC1)C(=O)C=1C=NN2C1C=CC=C2C=2C=CC(=NC2)C2=NOC(N2)=O